(R)-N-(4-((2-(2-Fluorophenyl)pyridin-4-yl)amino)-7-(pyrrolidin-3-oxy)quinazolin-6-yl)acrylamide Trifluoroacetate FC(C(=O)O)(F)F.FC1=C(C=CC=C1)C1=NC=CC(=C1)NC1=NC=NC2=CC(=C(C=C12)NC(C=C)=O)O[C@H]1CNCC1